C(C)N1C(C2=C(C(=C1)C)N(C=C2NC2=C(C(=O)NC([2H])([2H])[2H])C=CC(=N2)NC2=NN(C=C2)C)C)=O ((5-ethyl-1,7-dimethyl-4-oxo-4,5-dihydro-1H-pyrrolo[3,2-c]pyridin-3-yl)amino)-N-(methyl-d3)-6-((1-methyl-1H-pyrazol-3-yl)amino)nicotinamide